N[C@H]1CS(C2=C(N(C1=O)CC1=CC=C(C=C1)Cl)C=C(C(=C2)F)C=2OC(=NN2)NC2CC2)(=O)=O (3R)-3-amino-5-[(4-chlorophenyl)methyl]-7-[5-(cyclopropylamino)-1,3,4-oxadiazol-2-yl]-8-fluoro-1,1-dioxo-2,3-dihydro-1lambda6,5-benzothiazepin-4-one